O[C@]1(CN(CCC1)C[C@@H](C)[C@H]1CC[C@H]2\C(\CCC[C@]12C)=C\C=C1C[C@H](C([C@@H](C1)O)=C)O)C (1R,3R)-5-(2-((1R,3aS,7aR,E)-1-((S)-1-((R)-3-hydroxy-3-methylpiperidin-1-yl)propan-2-yl)-7a-methyloctahydro-4H-inden-4-ylidene)ethylidene)-2-methylenecyclohexane-1,3-diol